C(C)N(CC)C(=CP)N(CC)CC bis((N,N-diethyl)amino)vinylphosphine